tert-Butyl (3S,4R)-3-((8-bromopyrido[3,4-b]pyrazin-5-yl)amino)-4-(hydroxymethyl)pyrrolidine-1-carboxylate BrC1=CN=C(C2=NC=CN=C21)N[C@@H]2CN(C[C@H]2CO)C(=O)OC(C)(C)C